C=CC=CC 1,3-pentanediene